OC1(CC(C1)C(=O)N1CC2(C1)CC(C2)CN2N=C(C=C2)C(F)(F)F)C ((1s,3s)-3-Hydroxy-3-methylcyclobutyl)(6-((3-(trifluoromethyl)-1H-pyrazol-1-yl)methyl)-2-azaspiro[3.3]heptan-2-yl)methanon